3-(3-bromo-5-((R)-3-methylmorpholino)phenyl)tetrahydro-2H-pyran-3-ol BrC=1C=C(C=C(C1)N1[C@@H](COCC1)C)C1(COCCC1)O